NC=1C2=C(N=CN1)N(C(=C2C2=NC=C(C=N2)C#N)C2=CCC1(CCNCC1)CC2)C 2-(4-amino-7-methyl-6-(3-azaspiro[5.5]undec-8-en-9-yl)-7H-pyrrolo[2,3-d]pyrimidin-5-yl)pyrimidine-5-carbonitrile